tert-butyl (s)-3-((3-bromo-5-fluoropyridin-4-yl)amino)pyrrolidine-1-carboxylate BrC=1C=NC=C(C1N[C@@H]1CN(CC1)C(=O)OC(C)(C)C)F